(S)-3,5-difluoro-4-(7-methyl-3-(morpholin-2-ylmethyl)imidazo[1,2-a]pyridin-2-yl)benzonitrile FC=1C=C(C#N)C=C(C1C=1N=C2N(C=CC(=C2)C)C1C[C@H]1CNCCO1)F